5-cyclopropylimidazole-2,4-dione C1(CC1)C=1C(NC(N1)=O)=O